2-(4-(trifluoromethyl)cyclohexyl)acetic acid FC(C1CCC(CC1)CC(=O)O)(F)F